NCCNC(=O)C=1N=C2N(C=C(N=C2N2CCOCC2)Br)C1C N-(2-aminoethyl)-6-bromo-3-methyl-8-morpholinoimidazo[1,2-a]pyrazine-2-carboxamide